FC(C(=O)O)(F)F.FC(C=1C=C(C=C(C1)C(F)(F)F)[C@H](CC(=O)OC)NC(CNC(=O)C1=CC(=C2C=NNC2=C1)NC=1NCC(CN1)F)=O)(F)F Methyl (3S)-3-(3,5-bis(trifluoromethyl)phenyl)-3-(2-(4-((5-fluoro-1,4,5,6-Tetrahydropyrimidin-2-yl)amino)-1H-indazole-6-carboxamido)acetamido)propanoate Trifluoroacetate